CN(CC=C)C N,N-dimethylprop-2-enamine